OC=1C=C(C=CC1O)[C@H]1OC=2C=C(C=C(C2C[C@H]1O)O)O (2R,3R)-2-(3,4-dihydroxyphenyl)-3,4-dihydro-2H-chromene-3,5,7-triol